FC=1C(=C(C=CC1F)[C@H]1[C@H](O[C@@]([C@@H]1C)(C(F)(F)F)C)C(=O)NC1=CC(=NC(=C1)F)C(=O)N)OC 4-[[(2S,3S,4R,5S)-3-(3,4-difluoro-2-methoxy-phenyl)-4,5-dimethyl-5-(trifluoromethyl)tetrahydrofuran-2-carbonyl]amino]-6-fluoro-pyridin-2-carboxamid